C(C)(C)N1CCC=2C=NC(=CC21)C2=NSC(=N2)NC2=NC=C(C=C2NC)C(F)(F)F N2-(3-(1-Isopropyl-2,3-dihydro-1H-pyrrolo[3,2-c]pyridin-6-yl)-1,2,4-thiadiazol-5-yl)-N3-methyl-5-(trifluoromethyl)pyridine-2,3-diamine